methyl 6,7-dichloro-3-(3-methoxypropyl)-1,3,4,9-tetrahydro-[1,2,6]thiadiazino[4,3-g]indole-8-carboxylate 2,2-dioxide ClC=1C=2C(=C(NC2C2=C(C1)CN(S(N2)(=O)=O)CCCOC)C(=O)OC)Cl